4-((3-(1-((1R,4S)-5-oxaspiro[3.4]octan-1-yl)-1H-pyrazol-4-yl)-2-methoxyphenyl)amino)-6-(cyclopropanecarboxamido)pyridazine-3-carboxamide [C@H]1(CC[C@@]12OCCC2)N2N=CC(=C2)C=2C(=C(C=CC2)NC2=C(N=NC(=C2)NC(=O)C2CC2)C(=O)N)OC